N-(3-chloro-5-(methylsulfonamido)phenyl)-2-ethylimidazo[1,2-a]pyridine-6-carboxamide ClC=1C=C(C=C(C1)NS(=O)(=O)C)NC(=O)C=1C=CC=2N(C1)C=C(N2)CC